2-chloro-5-methoxy-4-methyl-pyrimidine ClC1=NC=C(C(=N1)C)OC